9,9-bis(3,5-ditertbutyl-4-aminophenyl)fluorene C(C)(C)(C)C=1C=C(C=C(C1N)C(C)(C)C)C1(C2=CC=CC=C2C=2C=CC=CC12)C1=CC(=C(C(=C1)C(C)(C)C)N)C(C)(C)C